trans-2-[4-[4-(4-Chlorophenyl)-5-(triazol-1-ylmethyl)-1,2,4-triazol-3-yl]cyclohexyl]oxypyridin ClC1=CC=C(C=C1)N1C(=NN=C1CN1N=NC=C1)[C@@H]1CC[C@H](CC1)OC1=NC=CC=C1